2,6-bis(methoxycarbonyl)pyridine-4-boronic acid pinacol ester COC(=O)C1=NC(=CC(=C1)B1OC(C)(C)C(C)(C)O1)C(=O)OC